ClC1=CC(=C2CN(C(NC2=C1)=O)CC(=O)O)F (7-chloro-5-fluoro-2-oxo-1,4-dihydroquinazolin-3-yl)acetic acid